O1C(NN=C1)=O 1,3,4-OXADIAZOLONE